ethyl-2-[5-(3,4-dichlorophenyl)-1-methyl-3-pyrazolylcarbonylamino]-5,5-dimethyl-3-hexenoate C(C)OC(C(C=CC(C)(C)C)NC(=O)C1=NN(C(=C1)C1=CC(=C(C=C1)Cl)Cl)C)=O